C1(CC1)S(=O)(=O)N cyclopropane-1-sulfonamide